C(C)(C)OC=1C(=CC(=NC1)C1=NSC(=N1)NC1=C(C(=O)N(C)C)C=CC=N1)C(F)(F)F 2-(3-(5-isopropoxy-4-(trifluoromethyl)pyridin-2-yl)-1,2,4-thiadiazol-5-ylamino)-N,N-dimethyl-nicotinamide